ethylbutylpropanediol C(C)C(C(O)(O)CCCC)C